C(C)(C)C1=C(C=CC=C1)C1N(CCN(C1)C(C#CC)C1=CC=CC=C1)C1CC2(C1)CCN(CC2)C(=O)OC(C)(C)C tert-butyl 2-(2-(2-isopropylphenyl)-4-(1-phenylbut-2-yn-1-yl) piperazin-1-yl)-7-azaspiro[3.5]nonane-7-carboxylate